C(C)OC1=CC(=CC=C1)[N+](=O)[O-] 2-ethoxy-6-nitrobenzene